3-morpholinoquinoxaline-2-carbonitrile O1CCN(CC1)C=1C(=NC2=CC=CC=C2N1)C#N